O.Cl.N[C@@H](CC1=CNC=N1)C(=O)O L-Histidine hydrochloride mono-hydrate